[La].[Ag] silver-lanthanum